hydroxy-4-methoxy-butyric acid methyl ester COC(C(CCOC)O)=O